C(C1CC(C(CC1)N)C(C)CCCC)C1CC(C(CC1)N)C(C)CCCC 4,4'-methylenebis(2-(2-hexyl)cyclohexylamine)